3-trifluoromethyl-6,7-dimethoxy-4-phenyl-isocoumarin FC(C=1OC(=O)C2=CC(=C(C=C2C1C1=CC=CC=C1)OC)OC)(F)F